ClC=1C(=C(C=CC1F)N(C(OC1=C(C=C(C=C1C(F)(F)F)C(F)(F)F)N1C(N(CC1)CC(CNC)O)=O)=O)C)F 2-(3-(2-hydroxy-3-(methylamino)propyl)-2-oxoimidazolidin-1-yl)-4,6-bis(trifluoromethyl)phenyl (3-chloro-2,4-difluorophenyl)(methyl)carbamate